C(N1N=C(C=C1)CCC(=O)[O-])([2H])([2H])[2H] 3-(1-(methyl-d3)-1H-pyrazol-3-yl)propanoate